C(C)(=O)N1CC(OCC1)CN1N=CC(=C1C(=O)NC1=C(C=C(C=C1)OCC1=CC=CC=C1)C)Cl 1-((4-acetylmorpholin-2-yl)methyl)-N-(4-(benzyloxy)-2-methylphenyl)-4-chloro-1H-pyrazole-5-carboxamide